chloro-2-(4-(2,4-difluorophenoxy)-4-(methoxymethyl)piperidin-1-yl)pyrido[3,4-b]pyrazine ClC1=C(N=C2C(=N1)C=NC=C2)N2CCC(CC2)(COC)OC2=C(C=C(C=C2)F)F